CC1=C(NC(C(=O)O)=O)C(=CC=C1)C (2,6-dimethylanilino)(oxo)acetic acid